ClC=1C=CC(=C(C1)C1=C2C(=NC=C1)C(=CS2)C(=O)O)C#CCN2C(=NC=1CCC(CC1C2=O)N2CC1(CC1(F)F)CCC2)C 7-(5-chloro-2-(3-(6-(1,1-difluoro-5-azaspiro[2.5]octan-5-yl)-2-methyl-4-oxo-5,6,7,8-tetrahydroquinazolin-3(4H)-yl)prop-1-yn-1-yl)phenyl)thieno[3,2-b]pyridine-3-carboxylic acid